4-iodo-aniline IC1=CC=C(N)C=C1